[V].C(C)(C)(C)C1=C(C(C(=O)O)=CC(=C1)C(C)(C)C)O 3,5-Di-tert-butyl-salicylic acid vanadium